C1(=CC=C(C=C1)/C=C/C(=O)N)C (E)-3-(p-tolyl)acrylamide